1-{2-[ethyl(2-hydroxyethyl)amino]ethyl}-4-[3-(1-ethyl-3-methyl-1H-pyrazol-5-yl)-1H-1,2,4-triazol-5-yl]-1H-indazole-6-carboxamide C(C)N(CCN1N=CC2=C(C=C(C=C12)C(=O)N)C1=NC(=NN1)C1=CC(=NN1CC)C)CCO